3-chloro-5-[(difluoromethyl)sulfonyl]benzoic acid ClC=1C=C(C(=O)O)C=C(C1)S(=O)(=O)C(F)F